4-[(E)-3-(2-Bromo-4-fluorophenyl)-3-oxoprop-1-enyl]benzoic acid BrC1=C(C=CC(=C1)F)C(/C=C/C1=CC=C(C(=O)O)C=C1)=O